CN1N=C2C(=CC(=CC2=C1)C1=CC2=C(C=N1)N=C(S2)NC2CC(NC(C2)(C)C)(C)C)C#N 2-Methyl-5-{2-[(2,2,6,6-tetramethylpiperidin-4-yl)amino][1,3]thiazolo[4,5-c]pyridin-6-yl}-2H-indazol-7-carbonitril